N12C[C@@H](C(CC1)CC2)OC=2C=C(C(=O)N[C@H](C)C=1C=NC(=CC1)C(F)(F)F)C=C(C2)C=2SC(=CN2)C 3-[(3R)-1-azabicyclo[2.2.2]oct-3-yloxy]-5-(5-methyl-1,3-thiazol-2-yl)-N-{(1R)-1-[6-(trifluoromethyl)pyridin-3-yl]ethyl}benzamide